5-(2-aminopyridin-4-yl)-N-((6-((3R,5S)-3,5-dimethylpiperazin-1-yl)pyridin-2-yl)methyl)-2-methyl-7H-pyrrolo[2,3-d]pyrimidin-4-amine NC1=NC=CC(=C1)C1=CNC=2N=C(N=C(C21)NCC2=NC(=CC=C2)N2C[C@H](N[C@H](C2)C)C)C